(1R,3R)-3-((2-chloro-5-((trimethylsilyl)ethynyl)pyrimidin-4-yl)amino)cyclohexan-1-ol ClC1=NC=C(C(=N1)N[C@H]1C[C@@H](CCC1)O)C#C[Si](C)(C)C